CN1N=CC(=C1C)NC(=O)C1=CSC(=C1)[C@H]1[C@@H](C1)NCC1CCOCC1 N-(1,5-dimethyl-1H-pyrazol-4-yl)-5-((1R,2R)-2-((tetrahydro-2H-pyran-4-ylmethyl)-amino)cyclopropyl)-thiophene-3-carboxamide